8-[(1R)-1-[[6-chloro-2-(4-hydroxyphenyl)-3-pyridyl]amino]ethyl]-2-(4,4-dimethyl-1-piperidyl)-3,6-dimethyl-chromen-4-one ClC1=CC=C(C(=N1)C1=CC=C(C=C1)O)N[C@H](C)C=1C=C(C=C2C(C(=C(OC12)N1CCC(CC1)(C)C)C)=O)C